C(C)(C)(C)OC(CCC1=C(C2=C(N(N=N2)C)C=C1)C)=O 3-(1,4-dimethyl-1H-benzotriazol-5-yl)propanoic acid tert-butyl ester